FC1=NC(=NC=C1NC(C1=CN=C(C=C1)C=1C=NN(C1)C)=O)N1C[C@@H](N(CC1)C1=NC=CC=N1)COC (R)-N-(4-fluoro-2-(3-(methoxymethyl)-4-(pyrimidin-2-yl)piperazin-1-yl)pyrimidin-5-yl)-6-(1-methyl-1H-pyrazol-4-yl)nicotinamide